C1C(NCCC12CCNCC2)=O 3,9-diazaspiro[5.5]-2-undecanone